4,6-dimethyl-3-octenoic acid CC(=CCC(=O)O)CC(CC)C